Methyl (5-(2,3-difluoro-5-((4-oxo-3,4-dihydrophthalazin-1-yl)methyl)phenyl)-1H-benzoimidazol-2-yl)carbamate FC1=C(C=C(C=C1F)CC1=NNC(C2=CC=CC=C12)=O)C1=CC2=C(NC(=N2)NC(OC)=O)C=C1